C(C1=CC=CC=C1)=NCCCOCC(OC)(OC)OC N-benzylidene-3-trimethoxyethoxy-1-propylamine